C(C)(=O)OC1=C(C=CC=C1OC)C=1C(=CC2=C(N(C(N=C2N2[C@H](CN(CC2)C(=O)[O-])C)=O)C=2C(=NC=CC2C)C(C)C)N1)C1CC1 (S)-4-(7-(2-acetoxy-3-methoxyphenyl)-6-cyclopropyl-1-(2-isopropyl-4-methylpyridine-3-yl)-2-oxo-1,2-dihydropyrido[2,3-d]pyrimidin-4-yl)-3-methylpiperazine-1-carboxylate